ClC=1C(=NC(=NC1)NC1=C(C=C(C=C1)C(=O)N1CCOCC1)OC)C=1C=NN(C1)C(F)F (4-((5-chloro-4-(1-(difluoromethyl)-1H-pyrazol-4-yl)pyrimidin-2-yl)amino)-3-methoxyphenyl)(morpholino)methanone